Dimethyl 5-nitrododecanedioate [N+](=O)([O-])C(CCCC(=O)OC)CCCCCCC(=O)OC